COC(C(CCBr)(C)C)=O 4-bromo-2,2-dimethyl-butyric acid methyl ester